C(C1=CC=CC=C1)OC(CN(CCCC(=O)O)CC(OCC1=CC=CC=C1)=O)=O 4-(bis(2-(benzyloxy)-2-oxoethyl)amino)butyric acid